NC1=C(C(=NN1C1CCCC1)C1=C(C(=C(C=C1)CNC(C1=C(C=CC=C1)OC)=O)F)F)C#N N-[[4-(5-amino-4-cyano-1-cyclopentyl-pyrazol-3-yl)-2,3-difluoro-phenyl]methyl]-2-methoxy-benzamide